2,2',2''-[(2S)-10-(carboxymethyl)-2-(4-{2-[2-(2-methoxyethoxy)ethoxy] ethoxy}benzyl)-1,4,7,10-tetraazacyclododecan-1,4,7-triyl]triacetate C(=O)(O)CN1CCN(CCN(C[C@@H](N(CC1)CC(=O)[O-])CC1=CC=C(C=C1)OCCOCCOCCOC)CC(=O)[O-])CC(=O)[O-]